1-FLUORONAPHTHALENE-8-CARBOXALDEHYDE FC1=CC=CC2=CC=CC(=C12)C=O